FC(OC1=C(C=O)C(=CC=C1)OC1=CC=C(C=C1)C1=CN=C(N1C)CN(C)C)F 2-(difluoromethoxy)-6-(4-(2-((dimethylamino)methyl)-1-methyl-1H-imidazol-5-yl)phenoxy)benzaldehyde